2,6-diaminoheptanedioic acid NC(C(=O)O)CCCC(C(=O)O)N